DIHYDRO-2H-PYRAN C1CC=COC1